CN1CCN(CC1)C1=CC=C(C=N1)NC1=NC2=C(C=CC=C2C=N1)[C@H]1CN(CC1)C(C=C)=O (S)-1-(3-(2-((6-(4-methylpiperazin-1-yl)pyridin-3-yl)amino)quinazolin-8-yl)pyrrolidin-1-yl)prop-2-en-1-one